ClC1=NC(=CC(=N1)NC1=CNC2=CC=C(C=C12)O)C 3-((2-chloro-6-methylpyrimidin-4-yl)amino)-1H-indol-5-ol